4-((6-(2-(4-Fluoro-3-methylphenyl)pyridin-3-yl)quinazolin-4-yl)amino)benzonitrile FC1=C(C=C(C=C1)C1=NC=CC=C1C=1C=C2C(=NC=NC2=CC1)NC1=CC=C(C#N)C=C1)C